1-(5-{[(5-chlorothiophen-2-yl)methyl]amino}-3-{1-[2-(morpholin-4-yl)acetyl]piperidin-4-yl}-1H-pyrazol-1-yl)-2-(morpholin-4-yl)ethan-1-one ClC1=CC=C(S1)CNC1=CC(=NN1C(CN1CCOCC1)=O)C1CCN(CC1)C(CN1CCOCC1)=O